BrC=1C=C(C=NC1)C(CC(=O)OC(C)(C)C)=O tert-butyl 3-(5-bromopyridin-3-yl)-3-oxopropanoate